C=1N=CN2C1C1=CC=CC=C1C2C2CCC(CC2)(O)C 4-(5H-imidazo[5,1-a]isoindol-5-yl)-1-methylcyclohexan-1-ol